1-Acetyl-3,5-bis(4-hydroxy-3-methoxybenzylidene)piperidin-4-one C(C)(=O)N1CC(C(C(C1)=CC1=CC(=C(C=C1)O)OC)=O)=CC1=CC(=C(C=C1)O)OC